2-((6-chloro-3H-imidazo[4,5-c]pyridin-2-yl)thio)-N-(6-methoxypyridin-3-yl)acetamide ClC1=CC2=C(C=N1)NC(=N2)SCC(=O)NC=2C=NC(=CC2)OC